2-((4-(5-((tert-Butoxycarbonyl)amino)-5-methyl-hexahydrocyclopenta[c]pyrrol-2(1H)-yl)-2-methoxy-5-nitrophenyl)amino)-4-(1-methyl-1H-indol-3-yl)pyrimidine-5-carboxylic acid methyl ester COC(=O)C=1C(=NC(=NC1)NC1=C(C=C(C(=C1)[N+](=O)[O-])N1CC2C(C1)CC(C2)(C)NC(=O)OC(C)(C)C)OC)C2=CN(C1=CC=CC=C21)C